1-(4-chloro-2-(1H-pyrazol-1-yl)phenyl)-3,3-dimethyl-azetidinone ClC1=CC(=C(C=C1)N1C(C(C1)(C)C)=O)N1N=CC=C1